(S)-(4-(4-amino-6-(2-ethynyl-4-methylpyrimidin-5-yl)-7-methyl-7H-pyrrolo[2,3-d]pyrimidin-5-yl)cyclohex-3-en-1-yl)(pyrrolidin-1-yl)methanone NC=1C2=C(N=CN1)N(C(=C2C2=CC[C@H](CC2)C(=O)N2CCCC2)C=2C(=NC(=NC2)C#C)C)C